NC1=CC=C(C=C1)N1CCC2(CC1)CCN(CC2)CCC2CCN(CC2)C=2C=C1C(N(C(C1=CC2)=O)C2C(NC(CC2)=O)=O)=O 5-[4-[2-[3-(4-aminophenyl)-3,9-diazaspiro[5.5]undecan-9-yl]ethyl]-1-piperidyl]-2-(2,6-dioxo-3-piperidyl)isoindoline-1,3-dione